N-((2R,3S)-2-(((cis-4-phenylcyclohexyl)oxy)methyl)-piperidin-3-yl)methanesulfonamide C1(=CC=CC=C1)[C@H]1CC[C@H](CC1)OC[C@@H]1NCCC[C@@H]1NS(=O)(=O)C